5-Bromo-benzofuran BrC=1C=CC2=C(C=CO2)C1